BrC1=CC(=C(C=2CCCC12)C(=O)O)N1CCC2(CC2)CC1 7-bromo-5-(6-azaspiro[2.5]oct-6-yl)-2,3-dihydro-1H-indene-4-carboxylic acid